FC(C1=NN=C(O1)C1=CC(NC=C1)=O)(F)F 4-(5-(trifluoromethyl)-1,3,4-oxadiazol-2-yl)pyridin-2(1H)-On